COC(=O)C=1C=C(C2=C(N(C(=N2)C)C)C1)C=1C=NC=NC1 1,2-dimethyl-4-(pyrimidin-5-yl)-1H-benzo[d]Imidazole-6-carboxylic acid methyl ester